ClC=1C(=C(C=CC1)C(C(=O)N1CC2=C(CCC1)N=C(NC2=O)C2(CC2)C=2C=NC=C(C2)C(C)C)O)F 6-(2-(3-chloro-2-fluorophenyl)-2-hydroxyacetyl)-2-(1-(5-isopropylpyridin-3-yl)cyclopropyl)-3,5,6,7,8,9-hexahydro-4H-pyrimido[5,4-c]azepin-4-one